O[C@](C(=O)N1CC2(CC2)C[C@H]1C(=O)N[C@@H](C[C@H]1C(NCC1)=O)C(COC(F)(F)F)=O)(C)C1=CC=CC=C1 (S)-5-((R)-2-hydroxy-2-phenylpropanoyl)-N-((S)-3-oxo-1-((S)-2-oxopyrrolidin-3-yl)-4-(trifluoromethoxy)butan-2-yl)-5-azaspiro[2.4]-heptane-6-carboxamide